tert-butyl-(4-(dimethylamino)-2-oxobut-3-en-1-yl)(ethyl)carbamate C(C)(C)(C)OC(N(CC)CC(C=CN(C)C)=O)=O